C(C)(C)(C)OC(=O)N1CC(C1)N1N=C2C=C(C=C(C2=C1)C=1SC(=CN1)C)C(=O)[O-] 2-(1-(tert-Butoxycarbonyl)azetidine-3-yl)-4-(5-methylthiazol-2-yl)-2H-indazole-6-carboxylate